C(C)N(C(=O)C1[C@H]2CN(C[C@@H]12)C1CC2COCC(C1)N2C2=NC(=NO2)C(F)(F)F)CC (1r,5s,6r)-N,N-diethyl-3-(9-(3-(trifluoromethyl)-1,2,4-oxadiazol-5-yl)-3-oxa-9-azabicyclo[3.3.1]non-7-yl)-3-azabicyclo[3.1.0]hexane-6-carboxamide